C(#N)C1=C(C(=CC=C1)C(F)(F)F)NC1N(CCCC1)C(=O)[O-] ((2-cyano-6-(trifluoromethyl)phenyl)amino)piperidin-1-carboxylate